N-(1-cyclopropylmethyl-6-fluoro-2-(2-pyrrolyl)-5-benzimidazolyl)-5-(4-pyridyl)-1,3,4-thiadiazol-2-amine C1(CC1)CN1C(=NC2=C1C=C(C(=C2)NC=2SC(=NN2)C2=CC=NC=C2)F)C=2NC=CC2